C(C)(=O)O.CC1=CCC(=C(C)C)CC1 terpinolene (acetate)